3-[5-(3-hydroxy-3-methyl-butyl)pyrazolo[1,5-a]pyrimidin-2-yl]benzonitrile OC(CCC1=NC=2N(C=C1)N=C(C2)C=2C=C(C#N)C=CC2)(C)C